O=S1(CCC2=C1C(=CC=C2)N(C(=O)C=2C=NC=CC2)CC2=CC(=C(C(=C2)[N+](=O)[O-])C=O)F)=O N-(1,1-dioxo-2,3-dihydro-1λ6-benzothiophen-7-yl)-N-[(3-fluoro-4-formyl-5-nitro-phenyl)methyl]pyridine-3-carboxamide